C(C)(C)(C)OC(=O)N1[C@H](CN(C[C@H]1C)C1=NC(NC2=C(C(=C(C=C12)C(F)(F)F)Cl)SCC(CO)C=1SC=C(C1)F)=O)C (2S,6r)-4-(7-chloro-8-((2-(4-fluorothiophen-2-yl)-3-hydroxypropyl)thio)-2-oxo-6-(trifluoromethyl)-1,2-dihydroquinazolin-4-yl)-2,6-dimethylpiperazine-1-carboxylic acid tert-butyl ester